Allyl (S)-4-(4-(tert-butoxycarbonyl)-3-(cyanomethyl)piperazin-1-yl)-2-chloro-8-hydroxy-5,6-dihydroquinazoline-7-carboxylate C(C)(C)(C)OC(=O)N1[C@H](CN(CC1)C1=NC(=NC=2C(=C(CCC12)C(=O)OCC=C)O)Cl)CC#N